FC=1C=C(CNCCCCOCCNC2=NC(=CC3=C2C=NN3)C3=CC=NC=C3)C=C(C1OC(F)(F)F)F N-(2-(4-((3,5-difluoro-4-(trifluoromethoxy)benzyl)amino)butoxy)ethyl)-6-(pyridin-4-yl)-1H-pyrazolo[4,3-c]pyridin-4-amine